(R)-3-(5-(3-(3-amino-1H-pyrazolo[4,3-B]pyridin-5-yl)phenyl)isoxazol-3-yl)-3-hydroxy-1-methylpyrrolidin-2-one NC1=NNC=2C1=NC(=CC2)C=2C=C(C=CC2)C2=CC(=NO2)[C@]2(C(N(CC2)C)=O)O